N=1C(=CN2C1COCC2)C=2C=C(C=CC2NC2=NC=C(C=C2)C(F)(F)F)S(=O)(=O)NC 3-(6,8-dihydro-5H-imidazo[2,1-c][1,4]oxazin-2-yl)-N-methyl-4-((5-(Trifluoromethyl)pyridin-2-yl)amino)benzenesulfonamide